C1=CC=CC=2C3=CC=CC=C3C(C12)COC(=O)N[C@H](CCC(=O)[O-])C(=O)OC(C)(C)C 1-tert-butyl N-(9-fluorenylmethoxycarbonyl)-D-glutamate